N12CCCN=C2CCC1 1,5-Diaza-bicyclo[4.3.0]non-5-en